Cl.[C@@H]12NC[C@@H]([C@H](C1)OCC=1C(=NOC1C1CC1)C1=C(C=CC=C1Cl)Cl)C2 4-(((1S,4S,5S)-2-azabicyclo[2.2.1]heptan-5-yloxy)methyl)-5-cyclopropyl-3-(2,6-dichlorophenyl)isoxazole hydrochloride